1-(3-Amino-4-cyclopropoxyphenyl)-2-(2H-1,2,3-triazol-2-yl)ethan-1-one NC=1C=C(C=CC1OC1CC1)C(CN1N=CC=N1)=O